C(C)C1=C(C=CC(=C1)CO)B(O)O ethyl-4-(hydroxymethyl)phenylboronic acid